5-chloro-N6-(2,3-dihydro-1H-inden-4-yl)-1H-pyrazolo[3,4-b]pyridine-3,6-diamine ClC=1C=C2C(=NC1NC1=C3CCCC3=CC=C1)NN=C2N